N-(6-(4-chloro-3-fluoro-2-methylphenyl)imidazo[1,2-a]pyridin-2-yl)-2-fluorocyclopropane-1-carboxamide ClC1=C(C(=C(C=C1)C=1C=CC=2N(C1)C=C(N2)NC(=O)C2C(C2)F)C)F